ClC1=C(OC2=NC=C(C=C2C(=O)NC=2C=NN(C2)C)C(F)(F)F)C=CC(=C1)OC(F)(F)F 2-[2-chloro-4-(trifluoromethoxy)phenoxy]-N-(1-methylpyrazol-4-yl)-5-(trifluoromethyl)pyridine-3-carboxamide